2-(2,6-dioxo-3-piperidinyl)-5-[4-[[4-(4-piperidinylmethyl)-1-piperidinyl]methyl]-1-piperidinyl]isoindoline-1,3-dione O=C1NC(CCC1N1C(C2=CC=C(C=C2C1=O)N1CCC(CC1)CN1CCC(CC1)CC1CCNCC1)=O)=O